2-(5,5-difluoropiperidin-2-yl)-5-(trifluoromethyl)pyridine hydrochloride Cl.FC1(CCC(NC1)C1=NC=C(C=C1)C(F)(F)F)F